N-dodecyl-1,3-diaminooctane C(CCCCCCCCCCC)NCCC(CCCCC)N